C1(CCCCC1)N(C(CCN1C(=NC2=C1C=CC=C2)C2CN(C(CC2)C)C2=NC=CC=N2)=O)CC N-cyclohexyl-N-ethyl-3-[2-(6-methyl-1-pyrimidin-2-ylpiperidin-3-yl)-1H-benzimidazol-1-yl]propanamide